C1=C(C=CC=C1O)C M-cresol